(S)-(4-(difluoromethyl)-2-(2-fluoropropan-2-yl)oxazol-5-yl)(4-(7-methylpyrazolo[1,5-a]pyridin-2-yl)-6,7-dihydro-1H-imidazo[4,5-c]pyridin-5(4H)-yl)methanone FC(C=1N=C(OC1C(=O)N1[C@@H](C2=C(CC1)NC=N2)C2=NN1C(C=CC=C1C)=C2)C(C)(C)F)F